(6-fluoro-2-oxo-1,2-dihydropyridin-4-yl)-2-(1-isopropyl-4-oxobenzo[4,5]thieno[2,3-d]pyridazin-3(4H)-yl)acetamide FC1=CC(=CC(N1)=O)C(C(=O)N)N1N=C(C2=C(C1=O)SC1=C2C=CC=C1)C(C)C